NC1=CC=C(C=N1)C=1N(CC=CC1)C=1C=C2C(=NC1C1CC1)N=C(O2)N2CCOCC2 6'-amino-N-(5-cyclopropyl-2-morpholinooxazolo[4,5-b]pyridin-6-yl)-[2,3'-bipyridine]